2-(2-aminoethyl)-5-chloro-N-[(3-chloropyridin-2-yl)methyl]1,3-thiazole-4-carboxamide dihydrochloride Cl.Cl.NCCC=1SC(=C(N1)C(=O)NCC1=NC=CC=C1Cl)Cl